FC1([C@@H]([C@@H](N(C[C@@H]1C)C(=O)OCC1=CC=CC=C1)C)CNS(=O)(=O)C)F benzyl (2s,3r,5s)-4,4-difluoro-3-(methanesulfonylaminomethyl)-2,5-dimethyl-piperidine-1-carboxylate